3-(1'-(3-ethoxybenzyl)-6-oxo-6,8-dihydro-2H,7H-spiro[furo[2,3-e]isoindole-3,4'-piperidin]-7-yl)piperidine-2,6-dione C(C)OC=1C=C(CN2CCC3(CC2)COC2=C4CN(C(C4=CC=C23)=O)C2C(NC(CC2)=O)=O)C=CC1